3-cyclopropyl-1-methyl-4-(4,4,5,5-tetramethyl-1,3,2-dioxaborolan-2-yl)-1H-pyrazole C1(CC1)C1=NN(C=C1B1OC(C(O1)(C)C)(C)C)C